ClC1=CC=C(CN2N=C(N=C2)C(=O)N[C@@H]2C(N(C=3N(CC2)N=C(C3)C)C)=O)C=C1 (S)-1-(4-Chlorobenzyl)-N-(2,4-dimethyl-5-oxo-5,6,7,8-tetrahydro-4H-pyrazolo[1,5-a][1,3]diazepin-6-yl)-1H-1,2,4-triazol-3-carboxamid